4-methoxymethyl-2-(1-propyl)-3,5,6-trifluorobenzyl (1R)-trans-3-(1-propenyl)-2,2-dimethylcyclopropanecarboxylate C(=CC)[C@H]1C([C@@H]1C(=O)OCC1=C(C(=C(C(=C1F)F)COC)F)CCC)(C)C